ethyl 4-[5-(ethylamino)-2-phenoxyphenyl]-6-methyl-7-oxo-6,7-dihydro-1H-pyrrolo[2,3-d]pyridazine-2-carboxylate C(C)NC=1C=CC(=C(C1)C=1C2=C(C(N(N1)C)=O)NC(=C2)C(=O)OCC)OC2=CC=CC=C2